4-[[7-[(5-methylthiazol-2-yl)amino]-1,6-naphthyridin-5-yl]amino]adamantan-1-ol ethyl-4-amino-6-methyl-2-(4-(1-methylcyclopropyl)phenyl)pyrimidine-5-carboxylate C(C)N1C(N=C(C(=C1C)C(=O)OC12CC3C(C(CC(C1)C3)C2)NC2=C3C=CC=NC3=CC(=N2)NC=2SC(=CN2)C)N)C2=CC=C(C=C2)C2(CC2)C